(S)-2-methylbutyrate C[C@H](C(=O)[O-])CC